1-(3-(4-(isopropylamino)-6-((2-(trifluoromethyl)pyridin-4-yl)amino)-1,3,5-triazin-2-yl)phenyl)cyclopropanol C(C)(C)NC1=NC(=NC(=N1)NC1=CC(=NC=C1)C(F)(F)F)C=1C=C(C=CC1)C1(CC1)O